4-amino-7-(difluoromethoxy)-1-(2-methylpyridin-3-yl)quinazolin-2(1H)-one NC1=NC(N(C2=CC(=CC=C12)OC(F)F)C=1C(=NC=CC1)C)=O